8-(benzyloxy)-1-(3-bromoprop-1-yn-1-yl)-2-fluoro-6-(methoxymethoxy)naphthalene C(C1=CC=CC=C1)OC=1C=C(C=C2C=CC(=C(C12)C#CCBr)F)OCOC